C(#N)C1=CC(=C(C=C1)COC1=CC=CC(=N1)N1CCC(CC1)=CC(=O)O)F [1-[6-[(4-cyano-2-fluoro-phenyl)methoxy]-2-pyridyl]-4-piperidylidene]acetic acid